7-phenyl-6,7-dihydro-5H-pyrrolo[1,2-b][1,2,4]triazole-2-carboxylic acid ethyl ester C(C)OC(=O)C=1N=C2N(N1)CCC2C2=CC=CC=C2